CC1=CC=C(C=C1)C1(C(C(OC2=C1N(C=1C=CC=CC12)C)=O)C(F)(F)F)C1=CC=CC=C1 4-(4-methylphenyl)-5-methyl-4-phenyl-3-trifluoromethyl-indolopyranone